C(#N)C=1C=NN2C1C(=CC(=C2)O)C=2C=CC(=NC2)N2CCC(CC2)(C)NC(C2=NC=CC=C2F)=O N-(1-(5-(3-Cyano-6-hydroxypyrazolo[1,5-a]pyridin-4-yl)pyridin-2-yl)-4-methylpiperidin-4-yl)-3-Fluoropicolinamide